C(SC1=CC=C(C=C1)N1CCC2(OCCO2)CC1)(=S)OCC (4-(1,4-dioxa-8-azaspiro[4.5]decan-8-yl) phenyl) O-ethyl carbonodithioate